C(CC)(=O)[O-].NCC1=NC=CC=C1.NCC1=NC=CC=C1.[Cu+2].C(CC)(=O)[O-] copper (II) bis(2-aminomethylpyridine) propionate